F[13C]([13C](=O)O)([13C]([13C]([13C]([13C]([13C]([13C](F)(F)F)(F)F)(F)F)(F)F)(F)F)(F)F)F perfluoro-n-octanoic acid-13C8